CC=1N=CSC1C1=CC=C(C=C1)C(C)N1[C@@H](CCC1)C(=O)N (S)-1-(4-(4-methylthiazol-5-yl)phenyl)ethylpyrrolidine-2-carboxamide